6-nitrobenzo[d][1,3]dioxazole-5-carbonitrile [N+](=O)([O-])C=1C(=CC2=C(ONO2)C1)C#N